(5-hydroxy-1-methyl-1H-pyrazol-4-yl)(3,3,4-trimethyl-1,1-dioxido-2,3-dihydro-1-benzothiophen-5-yl)methanone OC1=C(C=NN1C)C(=O)C=1C=CC2=C(C(CS2(=O)=O)(C)C)C1C